7-(2-hydroxyethyl)-3,3-dimethoxy-10-[3-(trimethoxysilyl)propyl]-2-oxa-7,10-diaza-3-siladodecane-12-ol OCCN(CCC[Si](OC)(OC)OC)CCN(CCO)CCC[Si](OC)(OC)OC